3,4-bipyrrole-1-carboxylate N1(CC(C=C1)=C1C=CN=C1)C(=O)[O-]